C[Si](OC1=CC=C(CC1)O[Si](C)(C)C)(C)C 1,4-bis((trimethylsilyl)oxy)cyclohexa-1,3-diene